((3-fluoro-5-(2-(5-fluoroisoindolin-2-yl)pyrimidin-4-yl)phenyl)ethynyl)-1H-indazole FC=1C=C(C=C(C1)C1=NC(=NC=C1)N1CC2=CC=C(C=C2C1)F)C#CN1N=CC2=CC=CC=C12